COC1=C(C=CC=C1)C1=NN(C2=NC(=CN=C21)N2CCC(CC2)(C)CNC(OCC2=CC=CC=C2)=O)C2OCCCC2 benzyl ((1-(3-(2-methoxyphenyl)-1-(tetrahydro-2H-pyran-2-yl)-1H-pyrazolo[3,4-b]pyrazin-6-yl)-4-methylpiperidin-4-yl)methyl)carbamate